3-((3R,4S)-4-((5-(1-(2,2-difluoroethyl)-1H-benzo[d][1,2,3]triazol-6-yl)-4-methoxypyrrolo[2,1-f][1,2,4]triazin-2-yl-7-d)amino)-3-fluoropiperidin-1-yl)oxetane-3-carbonitrile FC(CN1N=NC2=C1C=C(C=C2)C=2C=C(N1N=C(N=C(C12)OC)N[C@@H]1[C@@H](CN(CC1)C1(COC1)C#N)F)[2H])F